C(C1=CC=CC=C1)N1N=C(C2=CC(=CC=C12)SCC1=CC=C(C=C1)OC)OC 1-Benzyl-3-methoxy-5-((4-methoxybenzyl)thio)-1H-indazole